(3-(1-phenylpropan-2-yl)-1,2,3-oxadiazol-3-ium-5-yl)((5-(trifluoromethyl)pyridin-3-yl)carbamoyl)amide C1(=CC=CC=C1)CC(C)[N+]1=NOC(=C1)[N-]C(NC=1C=NC=C(C1)C(F)(F)F)=O